3-Bromo-quinoline BrC=1C=NC2=CC=CC=C2C1